C(C)OC(=O)C1=C(N=CN1C(=C)C1=CC=C(C=C1)C)F 4-fluoro-1-(1-p-tolylvinyl)-1H-imidazole-5-carboxylic acid ethyl ester